(3R,4R)-4-(Isopropyl(methyl)amino)pyrrolidin-3-ol C(C)(C)N([C@H]1[C@@H](CNC1)O)C